C(C)C(C(=O)O)CCCC.OCC(O)CO Glycerin ethylhexanoate